[Si](C)(C)(C(C)(C)C)OC/C(=C/C(=O)OCC)/C(F)(F)F (Z)-ethyl 3-(((tert-butyldimethylsilyl)oxy)methyl)-4,4,4-trifluorobut-2-enoate